OC1CN(CC1)CCC(=O)NC=1C(=C(C=CC1)C1CN(C2=CC=CC=C12)C(=O)C1N(CCC2=C1N(C=N2)C)CC(=O)O)C 2-(4-(3-(3-(3-hydroxypyrrolidin-yl)propanamido-2-methylphenyl)indoline-1-carbonyl)-3-methyl-3,4,6,7-tetrahydro-5H-imidazo[4,5-c]pyridin-5-yl)acetic acid